2-[(3-methoxybenzoyl)amino]-4-[2-phenoxyethyl-[4-(5,6,7,8-tetrahydro-1,8-naphthyridin-2-yl)butyl]amino]butanoic acid COC=1C=C(C(=O)NC(C(=O)O)CCN(CCCCC2=NC=3NCCCC3C=C2)CCOC2=CC=CC=C2)C=CC1